C(C)(=O)N1C[C@H](N(CC1)C(C=C)=O)C1=CC(=CC(=C1)Cl)C1=NC=NC(=N1)N (R)-1-(4-acetyl-2-(3-(4-amino-1,3,5-triazin-2-yl)-5-chlorophenyl)piperazin-1-yl)prop-2-en-1-one